5-chloro-N-(4-fluoro-3-(2-(methylsulfinyl)-[1,2,4]triazolo[4',3':1,6]pyrido[2,3-d]pyrimidin-6-yl)phenyl)-2-methoxypyridine-3-sulfonamide ClC=1C=C(C(=NC1)OC)S(=O)(=O)NC1=CC(=C(C=C1)F)C1=CC2=C(N=C(N=C2)S(=O)C)N2C1=NN=C2